C(\C=C/C(=O)O)(=O)O.ClC1=CC2=C(CCC3=C(N2CCCCN(C/C=C/C(=O)OC)C)C=CC(=C3)OCCOCC#C)C=C1 Methyl (E)-4-{4-[7-chloro-2-(2-prop-2-ynoxyethoxy)-10,11-dihydro-5H-dibenzo[b,f]azepin-5-yl]-butyl-methyl-amino}-but-2-enoate maleate